((2R,3S,4R,5R)-5-(4-aminopyrrolo[2,1-f][1,2,4]triazin-7-yl)-5-cyano-3,4-dihydroxytetrahydrofuran-2-yl)methyl (2,3-dimethylbutan-2-yl) carbonate C(OC[C@H]1O[C@@]([C@@H]([C@@H]1O)O)(C#N)C1=CC=C2C(=NC=NN21)N)(OC(C)(C(C)C)C)=O